Tert-butyl ((5S)-5,7-diamino-6-hydroxy-7-oxoheptyl)carbamate N[C@@H](CCCCNC(OC(C)(C)C)=O)C(C(=O)N)O